2-[(2-chloro-6-methyl-pyrrolo[3,2-d]pyrimidin-5-yl)methoxy]ethyl-trimethyl-silane ClC=1N=CC2=C(N1)C=C(N2COCC[Si](C)(C)C)C